1-benzyl 4-methyl (2S)-2-[[(tert-butoxy)carbonyl]amino]butanedioate C(C)(C)(C)OC(=O)N[C@H](C(=O)OCC1=CC=CC=C1)CC(=O)OC